(R)-N,N-dimethyl-1-(2-(3-(5-(trifluoromethyl)pyridin-2-yloxy)pyrrolidin-1-yl)phenyl)methylamine hydrochloride Cl.CN(C)CC1=C(C=CC=C1)N1C[C@@H](CC1)OC1=NC=C(C=C1)C(F)(F)F